[N+](=O)([O-])C1=CC=C(C=C1)N1C[C@@H]2C([C@@H]2C1)CN1CCC(CC1)NC(OCC1=CC=CC=C1)=O benzyl (1-(((1R,5S,6s)-3-(4-nitrophenyl)-3-azabicyclo[3.1.0]hexan-6-yl) methyl)piperidin-4-yl)carbamate